[I-].[K+].[N+](=O)([O-])[O-].[Bi+3] bismuth nitrate potassium iodide